toluensulfonic acid C(C1=CC=CC=C1)S(=O)(=O)O